C(#N)C=1C=C(C=CC1)C=1N(C(=C(N1)C)C(=O)O)OC 2-(3-cyanophenyl)-1-methoxy-4-methyl-1H-imidazole-5-carboxylic acid